N-(5-(4,4-dimethyl-4,5-dihydrothiazol-2-yl)-4-((4-methoxybenzyl)amino)pyridin-2-yl)acetamide CC1(N=C(SC1)C=1C(=CC(=NC1)NC(C)=O)NCC1=CC=C(C=C1)OC)C